FC1(CC2(C1)C[C@H](N(CC2)CC2=C1C=CNC1=C(C=C2OC)C)C2=C(C=C(C(=O)O)C=C2)NCCS(=O)(=O)C)F 4-[(6S)-2,2-difluoro-7-[(5-methoxy-7-methyl-1H-indol-4-yl)methyl]-7-azaspiro[3.5]nonan-6-yl]-3-[(2-methanesulfonylethyl)amino]benzoic acid